ClC=1C(=NC(=NC1)NC=1C(=NC(=CC1)N1CCN(CC1)C)OC(C)C)NC1=C(C=CC=C1)P(C)C (2-((5-chloro-2-((2-isopropoxy-6-(4-methylpiperazin-1-yl)pyridin-3-yl)amino)pyrimidin-4-yl)amino)phenyl)dimethylphosphine